FC=1C=C(C=CC1OC1=C(C=NC2=CC(=C(C=C12)OC)OC)F)NC(=O)C=1C(N(C(=CC1)C(F)(F)F)C=1C=NC(=CC1C)OC)=O N-[3-fluoro-4-(3-fluoro-6,7-dimethoxy-4-quinolyloxy)phenyl]-6'-methoxy-4'-methyl-2-oxo-6-(trifluoromethyl)-1,2-dihydro[1,3'-bipyridyl]-3-carboxamide